2-{6-azaspiro[2.5]octane-6-yl}-4-(2-hydroxyethanesulfonylamino)benzeneFormamide C1CC12CCN(CC2)C2=C(C=CC(=C2)NS(=O)(=O)CCO)C(=O)N